(1-METHYLPIPERIDIN-4-YL)ACETALDEHYDE CN1CCC(CC1)CC=O